BrC1=NC(=NC=C1)Cl 4-bromo-2-chloropyrimidine